(R)-2-Oxa-7-aza-spiro[4.4]nonane-7-carboxylic acid (6-fluoro-4-methoxy-7-morpholin-4-yl-thiazolo[4,5-c]pyridin-2-yl)-amide FC1=C(C2=C(C(=N1)OC)N=C(S2)NC(=O)N2C[C@]1(CCOC1)CC2)N2CCOCC2